N-(2-aminoethyl)-3-aminopropyl-trimethoxysilicon NCCNCCC[Si](OC)(OC)OC